BrC(C(=O)OCC)C1=C(C=CC(=C1)OC(C)C)OC ethyl 2-bromo-2-(5-isopropoxy-2-methoxyphenyl)acetate